C1(CCC1)N1C2CC(CC1CC2)N2CCC(CC2)C=2C=C(C1=C(N(C(=N1)C1=CC=C(C=C1)S(=O)(=O)C)C)C2)F 6-(1-(8-cyclobutyl-8-azabicyclo[3.2.1]oct-3-yl)piperidin-4-yl)-4-fluoro-1-methyl-2-(4-(methylsulfonyl)phenyl)-1H-benzo[d]imidazole